ClC1=C(C#N)C(=CC=N1)NC1=CC=2C3=C(C(N(C2C=C1)C)=O)SCC(N3)C 2-chloro-4-((2,6-dimethyl-5-oxo-2,3,5,6-tetrahydro-1H-[1,4]thiazino[2,3-c]quinolin-9-yl)amino)nicotinonitrile